N12CCCC(CC1)C2 azabicyclo[3.2.1]octan